NCCCNC1CC2=CC=C(C=C2C1)C(=O)NC1=CC=C(C=C1)S(=O)(=O)N1CCN(CC1)C1=NC(=CC(=C1)C(F)(F)F)Cl 2-(3-aminopropylamino)-N-[4-[4-[6-chloro-4-(trifluoromethyl)-2-pyridinyl]piperazin-1-yl]sulfonylphenyl]indan-5-carboxamide